C(=O)(O)C=1C=C(C=CC1)CNC(=O)C1=CC(=C(C(=O)O)C=C1O)O 4-(3-carboxyphenylmethylaminocarbonyl)-2,5-dihydroxybenzoic acid